O=C1N(C(CCC1C1=CC=C(C=C1)C1CCN(CC1)C(=O)OC(C)(C)C)=O)COCC[Si](C)(C)C tert-butyl 4-(4-(2,6-dioxo-1-((2-(trimethylsilyl)ethoxy)methyl)piperidin-3-yl)phenyl)piperidine-1-carboxylate